N1C=CC2=CC(=CC=C12)C(C)=O 1-(1H-indol-5-yl)ethan-1-one